FC1=CC=C(C=C1)/C=C/C(=O)OCC ethyl (E)-3-(4-fluorophenyl)acrylate